CN(C=1C=C2C=CC=C(C2=CC1)CC(=O)N)C 6-(dimethylamino)naphthylacetamide